4-(7-(4-chloropyridin-2-yl)-5-(2-oxopyrrolidin-1-yl)-7H-pyrrolo[2,3-d]pyrimidin-4-yl)-3,3-dimethylpiperazine-1-carboxylic acid tert-butyl ester C(C)(C)(C)OC(=O)N1CC(N(CC1)C=1C2=C(N=CN1)N(C=C2N2C(CCC2)=O)C2=NC=CC(=C2)Cl)(C)C